1-[3-(aminoxy)propyl]-uracil O(N)CCCN1C(=O)NC(=O)C=C1